tert-butyl 4-((6-(2-methyl-6-((1-methyl-1H-indol-5-yl)amino)-3-oxo-2,3-dihydro-1H-pyrazolo[3,4-d]pyrimidin-1-yl)pyridin-2-yl)oxy)piperidine-1-carboxylate CN1N(C2=NC(=NC=C2C1=O)NC=1C=C2C=CN(C2=CC1)C)C1=CC=CC(=N1)OC1CCN(CC1)C(=O)OC(C)(C)C